CN[C@@H](CC1=CC=CC=C1)C(=O)O (2S,3R)-methyl-phenylalanine